ClC1=C(C=CC=C1Cl)N1C(=NC(=C(C1=O)CC)O)C 3-(2,3-dichlorophenyl)-5-ethyl-6-hydroxy-2-methyl-3,4-dihydropyrimidin-4-one